5-chloro-N-((1r,4r)-4-((3-(2,3-dihydro-1H-inden-2-yl)-2-oxo-2,3-dihydro-1H-benzo[d]imidazol-1-yl)methyl)cyclohexyl)-2-methyl-nicotinamide ClC=1C=NC(=C(C(=O)NC2CCC(CC2)CN2C(N(C3=C2C=CC=C3)C3CC2=CC=CC=C2C3)=O)C1)C